C1=CC=CC=2C3=CC=CC=C3N(C12)C1=CC(=C(C(=C1)C)C1=C(C(=NC(=C1C#N)C1=CC=CC=C1)C1=CC=CC=C1)C#N)C 4-(4-(9H-carbazol-9-yl)-2,6-dimethylphenyl)-2,6-diphenylpyridine-3,5-dicarbonitrile